CC1=CN=C(S1)NC1=NC(=CC(=N1)NC1CN(CC1)C(C=C)=O)CN1CCOCC1 1-(3-((2-((5-Methylthiazol-2-yl)amino)-6-(morpholinomethyl)pyrimidin-4-yl)amino)pyrrolidin-1-yl)prop-2-en-1-one